trans-1-(6-{3-fluoro-2-[(hydroxyimino)methyl]phenyl}-3-(3-fluoro-5-methylphenyl)quinolin-4-yl)-3-methoxypiperidin-4-amine FC=1C(=C(C=CC1)C=1C=C2C(=C(C=NC2=CC1)C1=CC(=CC(=C1)C)F)N1C[C@H]([C@@H](CC1)N)OC)C=NO